S1C2=C(C(=C1)C(=O)N)CCC2 4H,5H,6H-cyclopenta[b]thiophene-3-carboxamide